sodium (phenoxide) [O-]C1=CC=CC=C1.[Na+]